(R)-7-(8-ethyl-7-fluoro-3-(methoxymethoxy)naphthalen-1-yl)-8-fluoro-4-(3-hydroxy-3-methylpiperidin-1-yl)-1,6-naphthyridin-2(1H)-one C(C)C=1C(=CC=C2C=C(C=C(C12)C1=NC=C2C(=CC(NC2=C1F)=O)N1C[C@](CCC1)(C)O)OCOC)F